OP(O)OP(O)O.C(CCCCCCC(C)C)OC(O)(C(CO)(CO)CO)OCCCCCCCC(C)C bisisodecyloxy-pentaerythritol diphosphite